(Z)-4-(3-(4-amino-2-fluorobut-2-enylsulfonyl)phenoxy)-N,N-dimethylbenzene-sulfonamide NC\C=C(\CS(=O)(=O)C=1C=C(OC2=CC=C(C=C2)S(=O)(=O)N(C)C)C=CC1)/F